ClC1=NC(=C2N=CN(C2=N1)[C@H]1[C@@H]([C@@H]([C@H](O1)COP(=O)(O)CP(O)(O)=O)O)O)N(CCC)CC1=CC=C(C=C1)C#C (((((2R,3S,4R,5R)-5-(2-chloro-6-((4-ethynylbenzyl)(propyl)amino)-9H-purin-9-yl)-3,4-dihydroxytetrahydrofuran-2-yl)methoxy)-(hydroxy)phosphoryl)methyl)phosphonic acid